COC(CNC(=O)OCC1=CC=CC=C1)=O N-carbobenzoxyglycine methyl ester